1-[2-(3-amino-1-piperidinyl)-4-(4-fluorophenyl)cyclopentyl]Pyrazole-3-carbonitrile NC1CN(CCC1)C1C(CC(C1)C1=CC=C(C=C1)F)N1N=C(C=C1)C#N